OC1=C(C=C(C=O)C=C1)C 4-hydroxyl-3-methylbenzaldehyde